5-(3-isopropyl-5-(1-(1-methyl-2-oxopyrrolidin-3-yl)piperidin-4-yl)-1H-indol-2-yl)-1,3-dimethylpyridin-2(1H)-one C(C)(C)C1=C(NC2=CC=C(C=C12)C1CCN(CC1)C1C(N(CC1)C)=O)C=1C=C(C(N(C1)C)=O)C